BrC1=C(N=C2N(C1=O)C(=CS2)C)C(F)(F)F 6-bromo-3-methyl-7-(trifluoromethyl)-[1,3]thiazolo[3,2-a]pyrimidin-5-one